C(C1=CC=CC=C1)(C1=CC=CC=C1)(C1=CC=CC=C1)NC1=NC2=CC=CC=C2C=C1 N-tritylquinolin-2-amine